(1R,5S)-1-(3,4-dichlorophenyl)-3-isopropyl-3-aza-bicyclo[3.1.0]hexane ClC=1C=C(C=CC1Cl)[C@@]12CN(C[C@H]2C1)C(C)C